ClC1=CC=C(C=C1)C1(CC(C1)=O)C#N 1-(4-chlorophenyl)-3-oxo-cyclobutanecarbonitrile